OC=1C(=NC=CC1OC)C(=O)N[C@H](C(=O)ON(C(C)C1=CC2=CC=CC=C2C=C1)C)C [methyl-[1-(2-naphthyl)ethyl]amino] (2S)-2-[(3-hydroxy-4-methoxy-pyridine-2-carbonyl)amino]propanoate